FC1=C(CN)C=CC=C1 2-fluorobenzyl-amine